CC(CCCCCC)C(=O)OC Methyl octane-2-carboxylate